N-(3-methyltetrahydrofuran-3-yl)acetamide CC1(COCC1)NC(C)=O